S(=O)(=O)(ON1[C@@H]2CC[C@H](N(C1=O)C2)C(C(F)(F)F)=O)[O-].[Na+] Sodium (2S,5R)-7-oxo-2-(2,2,2-trifluoroacetyl)-1,6-diazabicyclo[3.2.1]octan-6-yl sulfate